(3-bromo-5-methylphenyl)-1,3-dihydrospiro[indene-2,4'-piperidine] BrC=1C=C(C=C(C1)C)N1CCC2(CC1)CC1=CC=CC=C1C2